2-amino-6-(1,4-dimethyl-1H-pyrazol-5-yl)thiazolo[4,5-c]pyridin-4(5H)-one NC=1SC2=C(C(NC(=C2)C2=C(C=NN2C)C)=O)N1